(3S)-3-{[N-(4-methoxy-1H-indole-2-carbonyl)-L-leucyl]amino}-2-oxo-4-[(3S)-2-oxopiperidin-3-yl]butyl 1-cyanocyclopropane-1-carboxylate C(#N)C1(CC1)C(=O)OCC([C@H](C[C@H]1C(NCCC1)=O)NC([C@@H](NC(=O)C=1NC2=CC=CC(=C2C1)OC)CC(C)C)=O)=O